1-((5-bromothien-2-yl)methyl)-4-methoxy-1H-pyrazolo[4,3-c]Pyridine-7-carboxylic acid methyl ester COC(=O)C=1C2=C(C(=NC1)OC)C=NN2CC=2SC(=CC2)Br